S1C(=NC2=C1C=CC=C2)N2C(CN(CC2)C(C=C)=O)=O 1-(1,3-benzothiazol-2-yl)-4-prop-2-enoyl-piperazin-2-one